FC1(CCC(CC1)[C@@H](C=1N=C2N(N=C(C=C2)CC2(C(N[C@H](C2)C(F)(F)F)=O)C(=O)OC)C1)NC(=O)C1=CC=NN1CC)F methyl (5R)-3-((2-((S)-(4,4-difluorocyclohexyl)(1-ethyl-1H-pyrazole-5-carboxamido)methyl)imidazo[1,2-b]pyridazin-6-yl)methyl)-2-oxo-5-(trifluoromethyl)pyrrolidine-3-carboxylate